C(CCCCCCCC)(=O)O.C1(CCC(N1)=O)=O succinimide pelargonate